FC=1C=C(C=CC1N1CC(CC1)N(CC)CC)C1(NNC(=N1)N)N 3-(3-fluoro-4-(3-(diethylamino)pyrrolidin-1-yl)phenyl)-1H-1,2,4-triazole-3,5-diamine